C1(=CC=CC=C1)[Si](O[SiH](C)C)(O[SiH](C)C)O[SiH](C)C phenyltri(dimethylsilyloxy)silane